(11Z)-hexadecenyl-CoA C(=CCCCCCCCCCCCCCC)SCCNC(CCNC([C@@H](C(COP(OP(OC[C@@H]1[C@H]([C@H]([C@@H](O1)N1C=NC=2C(N)=NC=NC12)O)OP(=O)(O)O)(=O)O)(=O)O)(C)C)O)=O)=O